C1(=CC=CC=C1)C1=NC(=NC(=N1)C1=CC=CC=C1)C1=CC=CC=2OC3=C(C21)C=C(C=C3)B3OC(C(O3)(C)C)(C)C 2,4-diphenyl-6-[8-(4,4,5,5-tetramethyl-1,3,2-dioxaborolan-2-yl)-1-dibenzofuranyl]-1,3,5-triazine